((S)-4-(7-(8-chloronaphthalen-1-yl)-2-(((S)-1-methylpyrrolidin-2-yl)methoxy)-5,6,7,8-tetrahydropyrido[3,4-d]pyrimidin-4-yl)-1-(2-fluoroacryloyl)piperazin-2-yl)acetonitrile ClC=1C=CC=C2C=CC=C(C12)N1CC=2N=C(N=C(C2CC1)N1C[C@@H](N(CC1)C(C(=C)F)=O)CC#N)OC[C@H]1N(CCC1)C